2,3,5,6,7,8-hexahydropyrido[3,4-d]pyrimidin N=1CNC=C2C1CNCC2